FC1=C(C=CC=C1)C1=CC=C(C=C1)OC 2'-fluoro-4-methoxy-[1,1'-biphenyl]